4-phenyl-2-(4-(3-phenylmorpholino)butyl)pyridazin-3(2H)-one C1(=CC=CC=C1)C=1C(N(N=CC1)CCCCN1C(COCC1)C1=CC=CC=C1)=O